6-Chloro-1-ethyl-7-methoxy-1H-pyrazolo[4,3-c]pyridine ClC1=C(C2=C(C=N1)C=NN2CC)OC